methyl (4R,5R)-2-((R)-1-(2-(2,5-dichlorobenzamido) acetamido)-3-methylbutyl)-5-(methylamino)-6-oxo-1,3,2-dioxaborinane-4-carboxylate ClC1=C(C(=O)NCC(=O)N[C@@H](CC(C)C)B2OC([C@@H]([C@@H](O2)C(=O)OC)NC)=O)C=C(C=C1)Cl